BrC1=C2C=CNC2=CC(=C1SC1=CC(=NC=C1)C(N)=S)F 4-((4-bromo-6-fluoro-1H-indol-5-yl)thio)pyridine-2-carbothioamide